ICCN1N=C2C=C(C(=CC2=C1)NC(=O)C1=NC(=CC=C1)C(F)(F)F)OC N-[2-(2-iodoethyl)-6-methoxy-indazol-5-yl]-6-(trifluoromethyl)pyridine-2-carboxamide